5-Bromo-N2-(2-methoxy-5-methyl-4-(4-(4-methylpiperazin-1-yl)piperidin-1-yl)phenyl)-N4-(2-(1,2,2,2-Tetrafluoroethyl)phenyl)pyrimidine-2,4-diamine BrC=1C(=NC(=NC1)NC1=C(C=C(C(=C1)C)N1CCC(CC1)N1CCN(CC1)C)OC)NC1=C(C=CC=C1)C(C(F)(F)F)F